3-acetamido-5-(3-ethylphenyl)-N-[2-[2-[[2-[4-[2-fluoro-5-[(4-oxo-3H-phthalazin-1-yl)methyl]benzoyl]piperazin-1-yl]-2-oxo-ethyl]amino]ethoxy]ethyl]-N-methyl-pyridine-2-carboxamide C(C)(=O)NC=1C(=NC=C(C1)C1=CC(=CC=C1)CC)C(=O)N(C)CCOCCNCC(=O)N1CCN(CC1)C(C1=C(C=CC(=C1)CC1=NNC(C2=CC=CC=C12)=O)F)=O